6-amino-9-(4-(3-(4-aminopiperidin-1-yl)propyl)-2-methoxybenzyl)-2-butoxy-9H-purin-8-ol NC1=C2N=C(N(C2=NC(=N1)OCCCC)CC1=C(C=C(C=C1)CCCN1CCC(CC1)N)OC)O